ClC(OC1=CC=C(C=C1)NC(=O)C=1C=C2CCN(C2=C(C1)C=1C=NC=NC1)C(C)C)(F)F N-(4-(chlorodifluoromethoxy)phenyl)-1-isopropyl-7-(pyrimidin-5-yl)indoline-5-carboxamide